N,N-dimethyl-2,6-difluorobenzamide CN(C(C1=C(C=CC=C1F)F)=O)C